ICC12OCC(C1)C2 (1s,4s)-1-(Iodomethyl)-2-oxabicyclo[2.1.1]hexane